CC1(CC2(OC1)CCC1(OCCO1)CC2)C 2,2-Dimethyl-4,9,12-trioxadispiro[4.2.48.25]tetradecane